FC(C1=NN=C(S1)C1=CN=C2N1C=C(C=C2N2C[C@H](OCC2)C(=O)N2CC(C2)OC)S(=O)(=O)NC2(CC2)C)F (S)-3-(5-(difluoromethyl)-1,3,4-thiadiazol-2-yl)-8-(2-(3-methoxyazetidine-1-carbonyl)morpholino)-N-(1-methylcyclopropyl)imidazo[1,2-a]pyridine-6-sulfonamide